C(CCCCCCCCCCCCCCC)(=O)OC[C@@H](OC(CCCCCCC\C=C/CCCCCCCC)=O)COP(=O)(O)OC[C@H](N)C(=O)O 1-palmitoyl-2-oleoyl-sn-glycero-3-phospho-L-serin